2-(2-(tert-butoxy)-2-oxoethyl)-2,3-dihydro-1H-indene-2-carboxamide C(C)(C)(C)OC(CC1(CC2=CC=CC=C2C1)C(=O)N)=O